3,4,6-trichloro-5-(2,4-dimethyl-phenoxy)-phthalonitrile ClC1=C(C(C#N)=C(C(=C1Cl)OC1=C(C=C(C=C1)C)C)Cl)C#N